10,10-dimethyl-9-oxo-4-[1-(pyridin-2-yl)-3-(trifluoromethyl)-1H-pyrazole-4-carbonyl]-1-oxa-4-azaspiro[5.5]undec-7-ene-8-carbonitrile CC1(C(C(=CC2(CN(CCO2)C(=O)C=2C(=NN(C2)C2=NC=CC=C2)C(F)(F)F)C1)C#N)=O)C